CN([C@H]1CN(CC1)C1=C(C=C(C=C1)NC1=NC=C(C(=N1)C1=CNC2=C(C=CC=C12)F)C(F)(F)F)N)C (R)-4-(3-(dimethylamino)pyrrolidin-1-yl)-N1-(4-(7-fluoro-1H-indol-3-yl)-5-(trifluoromethyl)pyrimidin-2-yl)benzene-1,3-diamine